pentaazacyclopentadecine N1N=NN=NC=CC=CC=CC=CC=C1